4-(2-Fluoro-6-methoxyphenyl)-6-methylpyridine-3-carboxylic acid FC1=C(C(=CC=C1)OC)C1=C(C=NC(=C1)C)C(=O)O